C(=O)(O)CNCCNCCC(=O)O N-[2-[(carboxymethyl)amino]ethyl]-beta-alanine